(S)-benzyl (5,6-dihydro-4H-benzo[f]imidazo[1,2-a]azepin-4-yl)carbamate C1=CN=C2N1C1=C(CC[C@@H]2NC(OCC2=CC=CC=C2)=O)C=CC=C1